(5-chloro-6-(2H-1,2,3-triazol-2-yl)pyridin-3-yl)-8-methoxy-2-(trifluoromethyl)-2,3-dihydro-4H-pyrido[4,3-b][1,4]oxazine-4-carboxamide ClC=1C=C(C=NC1N1N=CC=N1)C1(CN(C2=C(O1)C(=CN=C2)OC)C(=O)N)C(F)(F)F